FC1=CN=CC2=C1N=C(N=C2)OCC21CCCN1CCC2 8-fluoro-2-((tetrahydro-1H-pyrrolizin-7a(5H)-yl)methoxy)pyrido[4,3-d]pyrimidine